CN(CC(CC)=O)C 1-(dimethylamino)-2-butanone